C(C)(C)C=1SC=C(C1)C(C)C 2,4-diisopropylthiophene